CN(C1=CC(=NC=C1)C1=NC=CC=C1)C 4'-dimethylamino-2,2'-bipyridine